NCCC1C(N=CN1)CCN di(aminoethyl)imidazoline